O=C1NC(CCC1N1C(N(C2=C1C=CC(=C2)CCOC2CN(C2)C(=O)OC(C)(C)C)C)=O)=O tert-butyl 3-[2-[1-(2,6-dioxopiperidin-3-yl)-3-methyl-2-oxo-2,3-dihydro-1H-1,3-benzodiazol-5-yl]ethoxy]azetidine-1-carboxylate